CN[C@@H]1C[C@@H](C2=CC(=CC=C12)C(F)(F)F)C (1R,3S)-N,3-dimethyl-5-(trifluoromethyl)-2,3-dihydro-1H-inden-1-amine